COC=1C=C2C3=C(NC2=CC1C(=O)NC(C)C1=CC=CC=C1)C=NC=C3 6-methoxy-N-(1-phenylethyl)-9H-pyrido[3,4-b]indole-7-carboxamide